tert-butyl (2R,5S)-4-benzyl-5-(((R)-3-ethylmorpholino)methyl)-2-methylpiperazine-1-carboxylate C(C1=CC=CC=C1)N1C[C@H](N(C[C@@H]1CN1[C@@H](COCC1)CC)C(=O)OC(C)(C)C)C